2-(2-Adamantyl)-N-(2-benzyl-1H-benzimidazol-5-yl)acetamide C12C(C3CC(CC(C1)C3)C2)CC(=O)NC2=CC3=C(NC(=N3)CC3=CC=CC=C3)C=C2